C(C)OC(=O)C=1C(C=C2N(CCC=3C=CC(=NC23)C)C1)=O 2-methyl-10-oxo-6,10-dihydro-5H-pyrido[1,2-H][1,7]Naphthyridine-9-carboxylic acid ethyl ester